CN1C2=C(NC1=O)N(C(=O)N(C2=O)C)C The molecule is an oxopurine in which the purine ring is substituted by oxo groups at positions 2, 6, and 8, and the nitrogens at positions 1, 3, and 7 are substituted by methyl groups. It is a metabolite of caffeine. It has a role as a human xenobiotic metabolite, a human blood serum metabolite and a mouse metabolite. It is a conjugate acid of a 1,3,7-trimethylurate.